desoxy-D-xylulose CC(=O)[C@@H](O)[C@H](O)CO